(S)-N-(1-(7-Bromoquinolin-5-yl)cyclopropyl)-2-methyl-5-((1-methylazetidin-2-yl)methoxy)benzamide BrC1=CC(=C2C=CC=NC2=C1)C1(CC1)NC(C1=C(C=CC(=C1)OC[C@H]1N(CC1)C)C)=O